CN1C(C(=CC=2C1=C(N=NC2N[C@H](C)C2=CC(=CC=C2)C(F)F)C)C2CCN(CC2)C(=O)OC(C)(C)C)=O |r| tert-butyl 4-[1,8-dimethyl-2-oxo-5-[[rac-(1R)-1-[3-(difluoromethyl)phenyl]ethyl]amino]pyrido[2,3-d]pyridazin-3-yl]piperidine-1-carboxylate